2-(2-(2,5-Dichlorophenylamino)phenyl)acetic acid ClC1=C(C=C(C=C1)Cl)NC1=C(C=CC=C1)CC(=O)O